N-[3-(dibutylamino)-propyl]-N'-dodecyl-succinamide C(CCC)N(CCCNC(CCC(=O)NCCCCCCCCCCCC)=O)CCCC